6-(5-chloro-2-fluorophenyl)-3-{7-oxo-6-oxa-2-azaspiro[3.4]oct-2-yl}pyridazine-4-carboxylic acid trifluoroacetate salt FC(C(=O)O)(F)F.ClC=1C=CC(=C(C1)C1=CC(=C(N=N1)N1CC2(C1)COC(C2)=O)C(=O)O)F